NC1CN(CC1)C1=CC(=C(C=C1)NC1=NC=C(C(=N1)C1=CC=2S(CCOCC2S1)(=O)=O)C(F)(F)F)CC 7-(2-((4-(3-aminopyrrolidin-1-yl)-2-ethylphenyl)amino)-5-(trifluoromethyl)pyrimidin-4-yl)-2,3-dihydro-5H-thieno[3,2-e][1,4]oxathiepine 1,1-dioxide